2-fluoro-4-(4-(3-fluoro-4-methoxyphenyl)-7-(pyrrolidin-3-ylmethyl)-7H-pyrrolo[2,3-d]pyrimidin-5-yl)benzonitrile FC1=C(C#N)C=CC(=C1)C1=CN(C=2N=CN=C(C21)C2=CC(=C(C=C2)OC)F)CC2CNCC2